FC1=C(C=C(C=C1)F)C1(CC(C1)NS(=O)(=O)C(F)(F)F)S(=O)(=O)C1=CC=C(C=C1)F N-{cis-3-(2,5-difluorophenyl)-3-[(4-fluorophenyl)sulfonyl]cyclobutyl}-1,1,1-trifluoromethanesulfonamide